(4,6-dichloro-3-pyridinyl)methanol ClC1=C(C=NC(=C1)Cl)CO